BrC=1C=CC(=NC1)C[C@H]1COCC1 |r| rac-5-bromo-2-((tetrahydrofuran-3-yl)methyl)pyridine